NC1=C(C=CC(=C1)F)C1=C(C=C(C(=C1)Cl)C(=O)NC=1C=NC(=C(C1)Cl)N1N=CC=N1)C(F)(F)F 2'-amino-5-chloro-N-(5-chloro-6-(2H-1,2,3-triazol-2-yl)pyridin-3-yl)-4'-fluoro-2-(trifluoromethyl)-[1,1'-biphenyl]-4-carboxamide